4-chloro-3-(3-fluoro-1-bicyclo[1.1.1]pentanyl)-1H-indazole ClC1=C2C(=NNC2=CC=C1)C12CC(C1)(C2)F